The molecule is a monocarboxylic acid amide with formula C28H42ClNO7, that is produced by Chondromyces crocatus and exhibits antibiotic properties. It has a role as an antimicrobial agent and a bacterial metabolite. It is a diol, an enone, an ether, a monocarboxylic acid amide, a member of phenols, a secondary alcohol and a member of monochlorobenzenes. CCCC[C@@H](C)[C@@H]([C@H](C)C(=O)/C(=C/[C@H]([C@H]([C@H](C(=O)N/C=C\\C1=CC(=C(C=C1)O)Cl)OCC)O)OC)/C)O